C(C)(C)(C)OC(=O)N1CC(C1)C(N(C)C1=C(C=CC(=C1)C(F)(F)F)Br)=O 3-((2-Bromo-5-(trifluoromethyl)phenyl)(methyl)carbamoyl)azetidine-1-carboxylic acid tert-butyl ester